CN1C=NC2=C(C=CC=C2C1=O)B(O)O (3-methyl-4-oxo-3,4-dihydroquinazolin-8-yl)boronic acid